2-(((1r,4r)-4-(((4-chloro-3-fluoro-phenyl)(phenyl)carbamoyl-oxy)methyl)cyclohexyl)methoxy)acetic acid ClC1=C(C=C(C=C1)N(C(=O)OCC1CCC(CC1)COCC(=O)O)C1=CC=CC=C1)F